C1(CCC2=NC=CC=C12)NC=1N=CC=C2C=C(SC12)C=1C(=C(N=C2C(CS(C12)(=O)=O)C(C)C)CCC12COC(CC1)CC2)C=2OC(=NN2)C N-(R)-4-aza-1-indanyl{2-[3-isopropyl-6-(5-methyl-1,3,4-oxadiazol-2-yl)-5-{2-(2-oxabicyclo[2.2.2]oct-4-yl)ethyl}-1,1-dioxo-λ6-thia-4-aza-7-indanyl]-1-thia-6-aza-7-indenyl}amine